ClC=1N=CC(=NC1)C(=N)NO 5-chloro-N-hydroxy-pyrazine-2-carboxamidine